1-oleyl-2-palmitoyl-sn-glycero-3-phosphoethanolamine C(CCCCCCC\C=C/CCCCCCCC)OC[C@@H](OC(CCCCCCCCCCCCCCC)=O)COP(=O)(O)OCCN